(((4S,6S)-9-(5-(2-Hydroxypropan-2-yl)pyrazin-2-yl)-8-oxo-7-oxa-9-azadispiro[2.2.46.23]dodecan-4-yl)methyl)-1H-benzo[d]imidazole-6-carbonitrile OC(C)(C)C=1N=CC(=NC1)N1C(O[C@@]2(C[C@@H](C3(CC3)CC2)CN2C=NC3=C2C=C(C=C3)C#N)C1)=O